N1=C(C=NC=C1)C1=CC=CC=C1C(=O)N pyrazin-2-benzamide